4-(hydroxymethyl)-7-methyl-2H-quinolizine-3,6(1H,4H)-dione OCC1C(CCC2=CC=C(C(N12)=O)C)=O